nickel cobalt copper aluminum [Al].[Cu].[Co].[Ni]